1-(6,7-dihydro-5H-benzo[6,7]cyclohepta[1,2-c]pyridazin-3-yl)-N5-(4-(3,5-dimethylpiperazin-1-yl)phenyl)-1H-1,2,4-triazole-3,5-diamine N1=NC(=CC2=C1C1=C(CCC2)C=CC=C1)N1N=C(N=C1NC1=CC=C(C=C1)N1CC(NC(C1)C)C)N